2,2'-Methylenebis(6-bromo-4-chlorophenol) C(C1=C(C(=CC(=C1)Cl)Br)O)C1=C(C(=CC(=C1)Cl)Br)O